1-Dimethylmethoxysilylethyl-1,1,3,3,5,5,7,7,9,9-decamethylpentasiloxane C[Si](C(C)[Si](O[Si](O[Si](O[Si](O[SiH](C)C)(C)C)(C)C)(C)C)(C)C)(OC)C